S1C(=NC2=C1C=CC=C2)[2H] benzothiazole-d